ClC1=CC=C(OC2=CC(=C(C=C2)[C@](CN2N=CN=C2)(C)O)C(F)(F)F)C=C1 (2S)-2-[4-(4-chlorophenoxy)-2-(trifluoromethyl)phenyl]-1-(1H-1,2,4-triazol-1-yl)propane-2-ol